6-[7-chloro-8-(2-cyanoallylamino)-2-naphthyl]-N-(1-methyl-4-piperidyl)pyridine-2-carboxamide ClC1=CC=C2C=CC(=CC2=C1NCC(=C)C#N)C1=CC=CC(=N1)C(=O)NC1CCN(CC1)C